1-methyl-2-oxo-1,2-dihydropyridin-3-amine CN1C(C(=CC=C1)N)=O